4-Chloro-1-(2-methoxyethyl)-5-nitro-1H-imidazole ClC=1N=CN(C1[N+](=O)[O-])CCOC